COCCN(C=1N=C(C2=C(N1)C(=NC(=N2)N2CC=1N(CC2)C=NC1)N1CCC(CC1)OC)N1CC(N(CC1)C)=O)CCOC 4-(2-(bis(2-methoxyethyl)amino)-6-(5,6-dihydroimidazo[1,5-a]pyrazin-7(8H)-yl)-8-(4-methoxypiperidin-1-yl)pyrimido[5,4-d]pyrimidin-4-yl)-1-methylpiperazin-2-one